tert-butyl (1R,5S)-3-(6-amino-5-nitropyridin-2-yl)-3,8-diazabicyclo[3.2.1]octane-8-carboxylate NC1=C(C=CC(=N1)N1C[C@H]2CC[C@@H](C1)N2C(=O)OC(C)(C)C)[N+](=O)[O-]